C(C1=CC=CC=C1)OC=1C(C=CN2N(CN(C(C21)=O)CCC2=CC=CC=C2)C21C(=CC3=CC=CC=C23)CC=2C=C(C(=CC21)F)F)=O 5-(benzyloxy)-1-(6,7-difluoroindeno[1,2-a]inden-4b(9H)-yl)-3-phenethyl-2,3-dihydro-1H-pyrido[2,1-f][1,2,4]triazine-4,6-dione